N,N'-bis{3-(3,5-di-t-butyl-4-hydroxyphenyl)propionyl}hydrazine C(C)(C)(C)C=1C=C(C=C(C1O)C(C)(C)C)CCC(=O)NNC(CCC1=CC(=C(C(=C1)C(C)(C)C)O)C(C)(C)C)=O